BrC1=C(C#N)C=C(C=C1)S(F)(F)(F)(F)F 2-bromo-5-(pentafluoro-λ6-sulfanyl)benzonitrile